tert-butyl N-[5-(1-cyanocyclopropyl)-3-ethylsulfanyl-2-pyridyl]carbamate C(#N)C1(CC1)C=1C=C(C(=NC1)NC(OC(C)(C)C)=O)SCC